6-(5-methylthiazol-2-yl)-N-[(1R)-1-[2-(trifluoromethyl)pyrimidin-5-yl]ethyl]pyrido[3,4-d]pyrimidin-4-amine CC1=CN=C(S1)C1=CC2=C(N=CN=C2N[C@H](C)C=2C=NC(=NC2)C(F)(F)F)C=N1